(6aR,8R)-8-(Benzyloxy)-6a-(difluoromethyl)-2-(3-fluoro-2-methoxyphenyl)-5,6,6a,7,8,9-hexahydropyrrolo[1',2':4,5]pyrazino[2,3-c]pyridazine C(C1=CC=CC=C1)O[C@@H]1C[C@]2(N(C=3C(=NN=C(C3)C3=C(C(=CC=C3)F)OC)NC2)C1)C(F)F